6-(8-(benzo[d]thiazol-2-ylcarbamoyl)-3,4-dihydroisoquinolin-2(1H)-yl)-3-(5-methyl-1-((1-methylcyclohexyl)methyl)-1H-pyrazol-4-yl)picolinic acid tert-butyl ester C(C)(C)(C)OC(C1=NC(=CC=C1C=1C=NN(C1C)CC1(CCCCC1)C)N1CC2=C(C=CC=C2CC1)C(NC=1SC2=C(N1)C=CC=C2)=O)=O